N-(2,2-dimethyl-2,3-dihydro-1H-inden-5-yl)-5,5-dimethyl-5,6-dihydro-4H-cyclopenta[b]furan-2-amine CC1(CC2=CC=C(C=C2C1)NC1=CC2=C(O1)CC(C2)(C)C)C